tert-butyl rac-(1-(4-(((benzyloxy)carbonyl)amino)-5-fluoropyridin-2-yl)-2-methoxy-2-methylpropyl)carbamate C(C1=CC=CC=C1)OC(=O)NC1=CC(=NC=C1F)[C@H](C(C)(C)OC)NC(OC(C)(C)C)=O |r|